C(C)(=O)OCC(C)OC(C)=O propane-1,2-diyl diacetate